CC(CC(C)C)C1=C(C=CC=C1)NC(=O)C=1C(=NN(C1F)C)C N-(2-(1,3-dimethylbutyl)phenyl)-5-fluoro-1,3-dimethyl-1H-pyrazole-4-carboxamide